C(C)(C)C1C=CC(CC1)C 1-isopropyl-4-methyl-cyclohex-2-ene